C1(CC1)C1=NOC(=N1)C1CCN(CC1)C(=O)N([C@H]1CNCCC1)C1=NC=CC2=CC=CC(=C12)C (R)-4-(3-cyclopropyl-1,2,4-oxadiazol-5-yl)-N-(8-methylisoquinolin-1-yl)-N-(piperidin-3-yl)piperidine-1-carboxamide